ls-1,3,5-tri(bromomethyl)-2,4,6-trimethylbenzene BrCC1=C(C(=C(C(=C1C)CBr)C)CBr)C